C(C1=CC=CC=C1)(C1=CC=CC=C1)C1=C(N)C(=CC(=C1)OC(F)(F)F)C(C1=CC=CC=C1)C1=CC=CC=C1 2,6-bis(benzhydryl)-4-trifluoromethoxyaniline